O=C1NC(CCC1N1C(C2=CC=C3C(=C2C1)OC[C@@]3(C)CC=3C(=NC=CC3)C(=O)N)=O)=O (((3S)-7-(2,6-dioxopiperidin-3-yl)-3-methyl-6-oxo-3,6,7,8-tetrahydro-2H-furo[2,3-e]isoindol-3-yl)methyl)picolinamide